C(CCCCCCCCCCCCCCCCCCCC=CCCCC)(=O)O 21-Hexacosenoic acid